CNC(=O)C1=NC(=CC=C1)NC1=NN2C(C=C(C=C2)C2=CC(=NC=C2OC2C[C@@H]3COC[C@H](C2)N3C)C)=C1 N-methyl-6-[[5-[2-methyl-5-[[(1S,5R,7s)-9-methyl-3-oxa-9-azabicyclo[3.3.1]nonan-7-yl]oxy]-4-pyridyl]pyrazolo[1,5-a]pyridin-2-yl]amino]pyridine-2-carboxamide